[Eu+3].CC=1C=NC2=C3N=CC(=C(C3=CC=C2C1C)C)C (3,4,7,8-tetramethyl-1,10-phenanthroline) europium (III)